N-benzoylvalyl alanyl aspartate N[C@@H](CC(=O)OC([C@@H](N)C)=O)C(=O)OC([C@@H](NC(C1=CC=CC=C1)=O)C(C)C)=O